2-(3-Ethoxy-5-[3-[(4-methyl-1,2,4-triazol-3-yl)methyl]oxetan-3-yl]phenyl)-4-(trifluoromethyl)-3H-isoindol-1-one C(C)OC=1C=C(C=C(C1)C1(COC1)CC1=NN=CN1C)N1C(C2=CC=CC(=C2C1)C(F)(F)F)=O